N-(4-methyl-3-(2-(pyridin-2-ylamino)-8,9-dihydroimidazo[1',2':1,6]pyrido[2,3-d]pyrimidin-6-yl)phenyl)-4-(trifluoromethyl)picolinamide chloroethylformate ClCCOC=O.CC1=C(C=C(C=C1)NC(C1=NC=CC(=C1)C(F)(F)F)=O)C1=CC2=C(N=C(N=C2)NC2=NC=CC=C2)N2C1=NCC2